BrC=1C=CC(=NC1)C(CC[C@H]1CC(N(C1)C(=O)OC(C)(C)C)(C)C)NS(=O)C(C)(C)C tert-butyl (4S)-4-[3-(5-bromo-2-pyridyl)-3-(tert-butylsulfinylamino)propyl]-2,2-dimethyl-pyrrolidine-1-carboxylate